5-FLUORO-N-(4-(1-(N-(METHYLCARBAMOYL)SULFAMOYL)-1,2,3,6-TETRAHYDROPYRIDIN-4-YL)PHENYL)ISOINDOLINE-2-CARBOXAMIDE FC=1C=C2CN(CC2=CC1)C(=O)NC1=CC=C(C=C1)C=1CCN(CC1)S(NC(NC)=O)(=O)=O